O1CCN(CC1)CCOC1=NC(=CC(=C1C#N)C1=CC=C(C=C1)F)C1=NC=CC=C1C 2-(2-Morpholinoethoxy)-4-(4-fluorophenyl)-6-(3-methylpyridin-2-yl)pyridine-3-carbonitrile